4-oxo-4H-pyran-3-yl 3,4-dihydroxybenzoate OC=1C=C(C(=O)OC2=COC=CC2=O)C=CC1O